C(=O)(O)C1CC2=CC(=CC=C2CC1)OC1=CC=CC2=CC=CC(=C12)OC 2-carboxy-7-((8-methoxynaphthalen-1-yl)oxy)-1,2,3,4-tetrahydronaphthalen